3-((2-(diethylamino)ethyl)thio)-1-ethyl-1H-1,2,4-triazole-5-amine C(C)N(CCSC1=NN(C(=N1)N)CC)CC